COC1=CC=C(CN2C=NC=3C2=C2C(=[N+](C3)[O-])C=CS2)C=C1 1-(4-methoxybenzyl)-1H-imidazo[4,5-d]thieno[3,2-b]pyridine 5-oxide